2a,3a-Epithio-5a-androstan C[C@@]12CCC[C@H]1[C@@H]1CC[C@H]3C[C@H]4[C@@H](C[C@]3(C)[C@H]1CC2)S4